azanediylbis(ethane-2,1-diyl)bis(decanoic acid) N(CCCCCCCCCCCC(=O)O)CCCCCCCCCCCC(=O)O